ClC1=C(C(=O)NC=2C=C3C=C(N(C3=CC2)C)C(=O)NCC2=C(C=CC=C2)C)C=C(C=C1)CNC(C(C)C)=O 5-(2-chloro-5-(isobutyramidomethyl)benzamido)-1-methyl-N-(2-methylbenzyl)-1H-indole-2-carboxamide